ClC=1C=C(C=C2C=C(N=CC12)NC(=O)[C@H]1[C@H](C1)F)C1=C(C=NC=C1)C |r| (±)-cis-N-[8-chloro-6-(3-methyl-4-pyridyl)-3-isoquinolyl]-2-fluoro-cyclopropanecarboxamide